7-chloro-1-phenyl-4-((pyridin-2-ylmethyl)amino)-quinazolin-2(1H)-one ClC1=CC=C2C(=NC(N(C2=C1)C1=CC=CC=C1)=O)NCC1=NC=CC=C1